(S)-(-)-α-methylbenzyl-amine C[C@@H](C1=CC=CC=C1)N